(1s,3s)-3-((8-chloropyrido[2,3-d]pyridazin-5-yl)amino)-1-methylcyclobutanol ClC=1N=NC(=C2C1N=CC=C2)NC2CC(C2)(O)C